1-butyryl-2-oleoyl-3-butyryl-glycerol C(CCC)(=O)OCC(OC(CCCCCCC\C=C/CCCCCCCC)=O)COC(CCC)=O